ClC=1C=NN(C1C(=O)N1CC=2N=C(SC2C1)NC(C1=CN=C(C=C1C1=C(C=CC(=C1)C#N)OC)C)=O)C N-(5-(4-Chloro-1-methyl-1H-pyrazole-5-carbonyl)-5,6-dihydro-4H-pyrrolo[3,4-d]thiazol-2-yl)-4-(5-cyano-2-methoxyphenyl)-6-methyl-nicotinamide